sodium bis(lauroyl)lysine C(CCCCCCCCCCC)(=O)N([C@@H](CCCCN)C(=O)O)C(CCCCCCCCCCC)=O.[Na]